NC1(CCC(CC1)N1C=C(C2=C1N=CN=C2N)C2=CC=C(C=C2)OC2=CC=CC=C2)CC(=O)[O-] 2-(1-amino-4-(4-amino-5-(4-phenoxyphenyl)-7H-pyrrolo[2,3-d]pyrimidin-7-yl)cyclohexyl)acetate